5-methyl-7-{3-[(3-methylpyridin-2-yl)carbamoyl]azetidin-1-yl}-4-oxo-1-(1,3-thiazol-2-yl)-1,4-dihydro-1,8-naphthyridine-3-carboxylic acid CC1=C2C(C(=CN(C2=NC(=C1)N1CC(C1)C(NC1=NC=CC=C1C)=O)C=1SC=CN1)C(=O)O)=O